4-[(3S)-3-Amino-3-methylpyrrolidin-1-yl]-5-(5-fluoro-4-methyl-1H-1,3-benzodiazol-2-yl)-[3,4'-bipyridin]-2'-carbonitril N[C@@]1(CN(CC1)C1=C(C=NC=C1C1=NC2=C(N1)C=CC(=C2C)F)C2=CC(=NC=C2)C#N)C